tert-Butyl (2S,6S)-4-(3-(2,6-dioxopiperidin-3-yl)-1-methyl-1H-indazol-6-yl)-2,6-dimethylpiperazine-1-carboxylate O=C1NC(CCC1C1=NN(C2=CC(=CC=C12)N1C[C@@H](N([C@H](C1)C)C(=O)OC(C)(C)C)C)C)=O